2-bromo-3-hept-1-enyl-1,4-bismethoxymethoxybenzene BrC1=C(C=CC(=C1C=CCCCCC)OCOC)OCOC